3-(benzyloxymethyl)-1-[(2R,3R,4S,5S)-5-[[bis(4-methoxyphenyl)-phenyl-methoxy]-methyl]-3,4-dihydroxy-5-(triisopropylsiloxymethyl)tetrahydrofuran-2-yl]pyrimidine-2,4-dione C(C1=CC=CC=C1)OCN1C(N(C=CC1=O)[C@@H]1O[C@]([C@H]([C@H]1O)O)(CO[Si](C(C)C)(C(C)C)C(C)C)COC(C1=CC=CC=C1)(C1=CC=C(C=C1)OC)C1=CC=C(C=C1)OC)=O